OCC1=CC(=C(C=C1)C(\C=C\C1=CC=C(C=C1)C)=O)OC (E)-1-[4-(Hydroxymethyl)-2-methoxyphenyl]-3-(4-methylphenyl)prop-2-en-1-one